P(=O)(OC1=CC=C(C=C1)C)(OC1=C(C=CC=C1C)C)OC1=C(C=CC=C1C)C cresyl di-2,6-xylyl phosphate